Rac-(1R,4R,5S)-5-((2-fluoro-4-(trifluoromethyl)benzyl)oxy)-2-azabicyclo[2.2.1]heptane 2,2,2-trifluoroacetate FC(C(=O)O)(F)F.FC1=C(CO[C@@H]2[C@H]3CN[C@@H](C2)C3)C=CC(=C1)C(F)(F)F |r|